P([O-])[O-].C[Al+2] methyl-aluminum phosphonite